BrC1=C(C=C2C=C(NC2=C1)C1=CC(=CC=C1)C(C)(C)C)O 6-bromo-2-(3-(tert-butyl)phenyl)-1H-indol-5-ol